CN(C)CC(C[Mg]Cl)(C)C 3-(N,N-dimethylamino)-2,2-dimethylpropyl-magnesium chloride